S(=O)(=O)(C)C1=CC(=C(C=C1)NCC#CC1=CC(=C2C=CN(C2=C1)CC(F)(F)F)NC(=O)NC1C(CN(CC1)C)C)OC 4-mesyl-2-methoxy-1-(3-{4-[3-(1-methyl-3-methyl-4-piperidyl)ureido]-1-(2,2,2-trifluoroethyl)-6-indolyl}-2-propynylamino)benzene